FC1=C(C=CC(=C1)F)C1=NN2C(O[C@@H](CCC2)C)=C1C(=O)N[C@@H]1C(NC2=C(C(=N1)C1=CC=CC=C1)C=CC=C2F)=O |o1:13| (5R*)-2-(2,4-difluorophenyl)-N-[(3S)-9-fluoro-2-oxo-5-phenyl-1,3-dihydro-1,4-benzodiazepin-3-yl]-5-methyl-5,6,7,8-tetrahydropyrazolo[5,1-b][1,3]oxazepine-3-carboxamide